Benzyl (3aS,5R)-5-hydroxy-3,3a,4,5-tetrahydrocyclopenta[c]pyrrole-2(1H)-carboxylate Benzyl-(3aR,5S)-5-hydroxy-3,3a,4,5-tetrahydrocyclopenta[c]pyrrole-2(1H)-carboxylate C(C1=CC=CC=C1)OC(=O)N1CC=2[C@H](C1)C[C@@H](C2)O.O[C@@H]2C[C@H]1C(CN(C1)C(=O)OCC1=CC=CC=C1)=C2